COC(=O)C1=CC=C(CNC=2SC=3CN(CCC3N2)C(=O)OC(C)(C)C)C=C1 tert-butyl 2-((4-(methoxycarbonyl)benzyl)amino)-6,7-dihydrothiazolo[5,4-c]pyridine-5(4H)-carboxylate